C(CC(C)C)OS(=O)(=O)C1=C(C(=O)OCCC(C)C)C=CC=C1 isopentyl 2-(isopentoxysulfonyl)-benzoate